3-(3-(trifluoromethoxy)phenoxy)propanoic acid FC(OC=1C=C(OCCC(=O)O)C=CC1)(F)F